1-(cyclohexyl)-2,2,6,6-tetramethyl-piperidine C1(CCCCC1)N1C(CCCC1(C)C)(C)C